sodium octanesulfonate phosphate P(=O)([O-])(O)O.C(CCCCCCC)S(=O)(=O)O.[Na+]